4-(2-{5-[(3R,5R)-3-amino-5-fluoropiperidine-1-carbonyl]-7-methoxy-1-methyl-1H-1,3-benzodiazol-2-yl}-1-(cyclopropylmethyl)-1H-pyrrolo[2,3-b]pyridin-6-yl)-2-fluorobenzene-1-sulfonamide N[C@H]1CN(C[C@@H](C1)F)C(=O)C1=CC2=C(N(C(=N2)C2=CC=3C(=NC(=CC3)C3=CC(=C(C=C3)S(=O)(=O)N)F)N2CC2CC2)C)C(=C1)OC